(4,4-difluoro-1-piperidyl)-[2-(1-isopropylpyrazol-3-yl)-4-(5-methyl-1H-imidazol-2-yl)phenyl]methanone FC1(CCN(CC1)C(=O)C1=C(C=C(C=C1)C=1NC(=CN1)C)C1=NN(C=C1)C(C)C)F